1-phenyl-1,1-bis(4-hydroxyphenyl)ethane C1(=CC=CC=C1)C(C)(C1=CC=C(C=C1)O)C1=CC=C(C=C1)O